OC1=CC=2C(C3=CC(=CC=C3C(C2C=C1)=O)O)=O 2,7-dihydroxy-9,10-anthracenedione